(R)-4-((1-((2-cyano-4-(trifluoromethyl)phenyl)sulfonyl)-4-methylenepyrrolidine-3-Yl)oxy)-2-fluorobenzonitrile C(#N)C1=C(C=CC(=C1)C(F)(F)F)S(=O)(=O)N1C[C@@H](C(C1)=C)OC1=CC(=C(C#N)C=C1)F